(4-((dimethylamino)methyl)phenyl)boronic acid CN(C)CC1=CC=C(C=C1)B(O)O